1-(3-Methylbenzenesulfonyl)azetidine-3-carboxylic acid methyl ester COC(=O)C1CN(C1)S(=O)(=O)C1=CC(=CC=C1)C